N1(CC1)CCC(=O)OCC(COC(CCN1CC1)=O)(COC(CCN1CC1)=O)CO pentaerythritol-tris(3-aziridinyl propionate)